NCCC[Si](O[Si](C)(C)C)(O[Si](C)(C)C)C 3-Aminopropylmethylbis(trimethylsiloxy)-silan